potassium Lithium propoxide [O-]CCC.[Li+].[K+].[O-]CCC